B1=CN=CC=C1 3-azaborabenzene